3-(1,4-Dimethyl-1H-benzo[d][1,2,3]triazol-5-yl)-3-(3-(2,2-dimethyl-2,3-dihydropyrido[3,4-f][1,4]oxazepin-4(5H)-yl)-2,3-dihydro-1H-inden-5-yl)propanoic acid, formic acid salt C(=O)O.CN1N=NC2=C1C=CC(=C2C)C(CC(=O)O)C=2C=C1C(CCC1=CC2)N2CC(OC1=C(C2)C=NC=C1)(C)C